N-[6-(3-chloro-phenyl)-pyrimidin-4-yl]-nicotinamide ClC=1C=C(C=CC1)C1=CC(=NC=N1)NC(C1=CN=CC=C1)=O